3-CYCLOPROPYLPYRIDIN-4-YLBORONIC ACID C1(CC1)C=1C=NC=CC1B(O)O